C(C1=CC=CC=C1)N(C(=O)C=1C=C2C(=C(N(C2=CC1)CC1=CC=C(C=C1)C=1C(=CC=CC1)C(=O)OC(C)(C)C)C)C)C tert-Butyl 4'-((5-(benzyl(methyl)carbamoyl)-2,3-dimethyl-1H-indol-1-yl)methyl)biphenyl-2-carboxylate